Cl.C1(=CC=CC=C1)[C@H]1NCCC1 (S)-2-phenylpyrrolidine hydrochloride